N-[(1R)-2,2-difluorocyclopropyl]-2-(difluoromethoxy)-4-[4-(difluoromethyl)-6-[1-(2-hydroxy-2-methylpropyl)pyrazol-4-yl]-2-methylindazol-3-yl]-6-methoxybenzamide FC1([C@@H](C1)NC(C1=C(C=C(C=C1OC)C=1N(N=C2C=C(C=C(C12)C(F)F)C=1C=NN(C1)CC(C)(C)O)C)OC(F)F)=O)F